NC1=C2CC[C@@H](N(C2=CC=C1N[C@H]1CN(CCC1)C(=O)OC(C)(C)C)C(=O)OC)C methyl (2S)-5-amino-6-[[(3R)-1-[(tert-butoxy)carbonyl]piperidin-3-yl]amino]-2-methyl-1,2,3,4-tetrahydroquinoline-1-carboxylate